Magnesium sulfate S(=O)(=O)([O-])[O-].[Mg+2]